(S)-4-(((1R)-1-(3-(1,1-difluoro-2-hydroxy-2-methyl-3-(methylamino)propyl)-2-fluorophenyl)ethyl)amino)-2,6,8,8-tetramethyl-6H-[1,4]oxazino[3,2-g]quinazolin-7(8H)-one FC([C@@](CNC)(C)O)(F)C=1C(=C(C=CC1)[C@@H](C)NC1=NC(=NC2=CC3=C(C=C12)N(C(C(O3)(C)C)=O)C)C)F